CS(=O)(=NC1CCNCC1)C dimethyl(piperidin-4-ylimino)-λ6-sulfanone